Methyl (S)-4-(1-(1-(3-chloro-5-(trifluoromethyl)benzyl)-6-(trifluoromethyl)-2,3-dihydro-1H-imidazo[1,2-b]pyrazole-7-carboxamido)ethyl)benzoate ClC=1C=C(CN2CCN3N=C(C(=C32)C(=O)N[C@@H](C)C3=CC=C(C(=O)OC)C=C3)C(F)(F)F)C=C(C1)C(F)(F)F